(2S,4S)-1-((S)-2-(3-(2-(2-bromoethoxy)ethoxy)propanamido)-3,3-dimethylbutanoyl)-4-hydroxy-N-(4-(4-methylthiazol-5-yl)benzyl)pyrrolidine-2-carboxamide BrCCOCCOCCC(=O)N[C@H](C(=O)N1[C@@H](C[C@@H](C1)O)C(=O)NCC1=CC=C(C=C1)C1=C(N=CS1)C)C(C)(C)C